N1(N=NC=C1)C1=CC=C(C=C1)N1N=C(C=C1C1=CC(=C(C#N)C=C1)F)N 4-(1-(4-(1H-1,2,3-triazol-1-yl)phenyl)-3-amino-1H-pyrazol-5-yl)-2-fluorobenzonitrile